methyl 4-(3-methoxy-3-oxopropyl)-5-methyl-1-{[2-(trimethylsilyl)ethoxy]methyl}-1H-pyrazole-3-carboxylate COC(CCC=1C(=NN(C1C)COCC[Si](C)(C)C)C(=O)OC)=O